BrC1=C(C(=O)OC)C=CC(=C1)N1CCC2(CC(C2)=O)CC1 methyl 2-bromo-4-{2-oxo-7-azaspiro[3.5]nonan-7-yl}benzoate